(2S,3R)-N-(7-methoxy-4-(1-methyl-3-phenyl-1H-pyrazol-4-yl)quinazolin-6-yl)-2,3,4-trimethylpiperazine-1-carboxamide COC1=C(C=C2C(=NC=NC2=C1)C=1C(=NN(C1)C)C1=CC=CC=C1)NC(=O)N1[C@H]([C@H](N(CC1)C)C)C